OC1=C2C=CC(=CC2=CC=C1O)C(=O)O 5,6-dihydroxy-2-naphthoic acid